N[C@@H](C(=O)O)CCSN=C(NC)N(C)CC(=O)O (2R)-2-amino-4-{[{[(carboxymethyl)(methyl)amino](methylamino)methylidene}amino]sulfanyl}butanoic acid